N-[(S)-cyano(trans-4-methylcyclohexyl)methyl]-(S)-4-methylbenzenesulfinamide C(#N)[C@@H](N[S@@](=O)C1=CC=C(C=C1)C)[C@@H]1CC[C@H](CC1)C